8-aminododecanoic acid NC(CCCCCCC(=O)O)CCCC